C(C(C)C)(=O)OC[C@H]1O[C@H]([C@]([C@@H]1OC(CC1=CC=CC=C1)=O)(C)F)N1C2=NC(=NC(=C2N=C1)NC)N ((2R,3R,4R,5R)-5-(2-amino-6-(methylamino)-9H-purin-9-yl)-4-fluoro-4-methyl-3-(2-phenylacetoxy)tetrahydrofuran-2-yl)methyl isobutyrate